BrC1=CC=CC(=N1)N1C=NN(CC1)C=O 4-(6-bromopyridin-2-yl)-5,6-dihydro-1,2,4-triazine-1(4H)-carbaldehyde